(4-cyano-2-methoxyphenyl)-5-(cyclopropylmethoxy)-2,8-dimethyl-1,4-dihydro-1,6-naphthyridine-3-carboxamide C(#N)C1=CC(=C(C=C1)N1C(=C(CC2=C(N=CC(=C12)C)OCC1CC1)C(=O)N)C)OC